C[NH+](C)CCCC(CCCCCCCCCCCCC)=O N,N-dimethyl-(3-tetradecanoylpropyl)ammonium